5,10,15,20-tetrakis(4-chlorophenyl)porphyrin ClC1=CC=C(C=C1)C=1C2=CC=C(N2)C(=C2C=CC(C(=C3C=CC(=C(C=4C=CC1N4)C4=CC=C(C=C4)Cl)N3)C3=CC=C(C=C3)Cl)=N2)C2=CC=C(C=C2)Cl